N-[(2R)-3-(4-amino-3-fluorophenyl)-1-(4-methylpiperazin-1-yl)-1-oxopropan-2-yl]propanamide NC1=C(C=C(C=C1)C[C@H](C(=O)N1CCN(CC1)C)NC(CC)=O)F